C(C)(=O)N[C@H](CC(C)C)C(=O)O.COC(=O)[C@H]1CN[C@H](CC1)C (3R,6S)-6-methylpiperidine-3-carboxylic acid methyl ester acetyl-D-leucine salt